C(CCC)C=1N(C2=C(C=C(C(=C2C1)C=O)OC)Cl)C(=O)O.C(C)(=O)NC([C@@H](N)CC(C)C)=O N-Acetyl-leucinamide Z-butyl-7-chloro-4-formyl-5-methoxyindole-1-carboxylate